OC=1C=C(C[C@H](CO)[C@H](CO)CC2=CC(=CC=C2)O)C=CC1 (2S,3R)-2,3-bis-(3-hydroxy-benzyl)-butane-1,4-diol